1-((3s,4R)-4-(3,4-difluorophenyl)-1-(2-methoxyethyl)pyrrolidin-3-yl)-3-(4-methyl-3-((R)-1-methylpyrrolidin-2-yl)-1-phenyl-1H-pyrazol-5-yl)urea dihydrochloride Cl.Cl.FC=1C=C(C=CC1F)[C@H]1[C@@H](CN(C1)CCOC)NC(=O)NC1=C(C(=NN1C1=CC=CC=C1)[C@@H]1N(CCC1)C)C